O1C[C@@H](CC1)S(=O)(=O)N1N=C2C(=C1)CN(C2)C(=O)OC(C)(C)C (R)-tert-butyl 2-((tetrahydrofuran-3-yl)sulfonyl)-4,6-dihydropyrrolo[3,4-c]pyrazole-5(2H)-carboxylate